NC1=NC=2C=CC=C(C2C2=C1N=C(N2)CCOC)OCC(CC)(O)C (4-Amino-2-(2-methoxyethyl)-1H-imidazo[4,5-c]quinolin-9-yl)oxy-2-methyl-2-butanol